(3R,4R)-4-(((3-cyclopropyl-7-((4-(3-(trifluoromethoxy)pyridin-2-yl)benzyl)amino)pyrazolo[1,5-a]pyrimidin-5-yl)amino)methyl)piperidin-3-ol C1(CC1)C=1C=NN2C1N=C(C=C2NCC2=CC=C(C=C2)C2=NC=CC=C2OC(F)(F)F)NC[C@@H]2[C@H](CNCC2)O